C(C)(C)(C)OCCC(C(=O)NC1=CC=C(C(=O)O)C=C1)N1C(C=C(C(=C1)OCCCCCCCCCCCCCC)C1=C(C=CC(=C1)Cl)C(CC)=O)=O 4-[[4-tert-butoxy-2-[4-(5-chloro-2-propionyl-phenyl)-2-oxo-5-(tridecylmethoxy)-1-pyridinyl]butanoyl]amino]benzoic acid